2-({[3-(quinolin-8-yl)phenyl]carbonyl}amino)benzoic acid N1=CC=CC2=CC=CC(=C12)C=1C=C(C=CC1)C(=O)NC1=C(C(=O)O)C=CC=C1